2-((S)-3-cyclopropyl-5-isopropyl-2,4-dioxoimidazolidin-1-yl)-5,6-dihydrobenzene C1(CC1)N1C(N([C@H](C1=O)C(C)C)C1=CCCC=C1)=O